FC1=C(C=C2C=CN(C2=C1)[Si](C(C)C)(C(C)C)C(C)C)I 6-fluoro-5-iodo-1-(triisopropylsilyl)-1H-indole